rac-(4s,5r)-3-(3,4-difluoro-2-methoxyphenyl)-4-ethyl-5-methyl-5-(trifluoromethyl)-4,5-dihydrofuran-2-carboxylic acid ethyl ester C(C)OC(=O)C=1O[C@]([C@H](C1C1=C(C(=C(C=C1)F)F)OC)CC)(C(F)(F)F)C |r|